N-((1-methyl-3-oxo-2,3,5,6,7,8-hexahydroisoquinolin-4-yl)methyl)isoxazole-5-carboxamide CC=1NC(C(=C2CCCCC12)CNC(=O)C1=CC=NO1)=O